ClC1=C2C[C@H](OC(C2=C(C(=C1)C(=O)N[C@H](C(=O)O)CO)O)=O)C (2S)-2-[[(3R)-5-chloro-8-hydroxy-3-methyl-1-oxo-3,4-dihydroisochromene-7-carbonyl]amino]-3-hydroxypropanoic acid